[(3R,4S)-3,4-dihydroxypyrrolidin-1-yl]-[4-{2-[(2S)-2-methylazetidin-1-yl]-6-(trifluoromethyl)pyrimidin-4-yl}phenyl]Ketone O[C@@H]1CN(C[C@@H]1O)C1=C(C=CC(=C1)C1=NC(=NC(=C1)C(F)(F)F)N1[C@H](CC1)C)C(=O)C1=C(C=C(C=C1)C1=NC(=NC(=C1)C(F)(F)F)N1[C@H](CC1)C)N1C[C@H]([C@H](C1)O)O